3-(3-bromophenyl)-3-((5-methyl-1H-1,2,3-triazol-1-yl)methyl)cyclobutan-1-ol BrC=1C=C(C=CC1)C1(CC(C1)O)CN1N=NC=C1C